ClC=1C(=NC(=C(C1)C#N)N1C[C@H](C([C@H](C1)C)O)C)NC=1C=C2C=C(C(N(C2=CC1)C)=O)OCC(=O)NC 2-((6-((3-Chloro-5-cyano-6-((3R,4r,5S)-4-hydroxy-3,5-dimethylpiperidin-1-yl)pyridin-2-yl)amino)-1-methyl-2-oxo-1,2-dihydroquinolin-3-yl)oxy)-N-methylacetamide